3-((1-acetyl-4-hydroxypiperidin-4-yl)methyl)-7-chloroquinazolin-4(3H)-one C(C)(=O)N1CCC(CC1)(O)CN1C=NC2=CC(=CC=C2C1=O)Cl